tert-butyl 8-(4-(3-acetamido-2-fluorophenyl)-5-(2-((2,2-dioxo-2-thiaspiro[3.3]heptan-6-yl) amino) pyrimidin-4-yl) thiazol-2-yl)-3,8-diazabicyclo[3.2.1]octane-3-carboxylate C(C)(=O)NC=1C(=C(C=CC1)C=1N=C(SC1C1=NC(=NC=C1)NC1CC2(CS(C2)(=O)=O)C1)N1C2CN(CC1CC2)C(=O)OC(C)(C)C)F